NC1=C2C(=NC=N1)N(N=C2C(=O)NC=2OC1=C(N2)C=C(C=C1)Cl)C1CN(CC1)C(C=CC)=O 4-amino-N-(5-chlorobenzo[d]oxazol-2-yl)-1-(1-(but-2-enoyl)pyrrolidin-3-yl)-1H-pyrazolo[3,4-d]pyrimidine-3-carboxamide